methyl-N-(1-methyl-3-(pyridin-2-yl)-1H-pyrazol-4-yl)-[2,4'-bipyridine]-6-carboxamide CC=1C(=NC(=CC1)C(=O)NC=1C(=NN(C1)C)C1=NC=CC=C1)C1=CC=NC=C1